C1(=CC=CC=C1)C1=CC2=C(SC3=C2C=C(C=C3)C3=CC=CC=C3)C(=C1)C=1C=C(C=CC1)C1=CC(=CC=C1)C1=CN=C3C(=N1)OC1=C3C=3C=CC=CC3C=C1 9-{3'-[2,8-diphenyldibenzothiophen-4-yl]biphenyl-3-yl}naphtho[1',2':4,5]furo[2,3-b]pyrazine